para-heptyl-acetophenone C(CCCCCC)C1=CC=C(C=C1)C(C)=O